Pentaglyceryl Pentaoleate C(CCCCCCC\C=C/CCCCCCCC)(=O)OCC(O)CO.C(CCCCCCC\C=C/CCCCCCCC)(=O)OCC(O)CO.C(CCCCCCC\C=C/CCCCCCCC)(=O)OCC(O)CO.C(CCCCCCC\C=C/CCCCCCCC)(=O)OCC(O)CO.C(CCCCCCC\C=C/CCCCCCCC)(=O)OCC(O)CO